O1C2=C(NCC1)C=CC=C2 dihydro-2H-benzo[b][1,4]oxazin